(4-methylbenzyl)trimethylammonium CC1=CC=C(C[N+](C)(C)C)C=C1